NCCC[SiH2]OCCOC 3-aminopropyl-(methoxy-ETHOXY)SILANE